[3-(4-pyridinyl)phenyl]boronic acid N1=CC=C(C=C1)C=1C=C(C=CC1)B(O)O